N1C(=NC2=C1C=CC=C2)N2CC1=CC=C(C(=C1CC2C(=O)OCC)OCC2=CC=CC=C2)OC ethyl 2-(1H-benzo[d]imidazol-2-yl)-5-(benzyloxy)-6-methoxy-1,2,3,4-tetrahydroisoquinoline-3-carboxylate